4-{[2-(2,6-dioxo-hexahydropyridin-3-yl)-1,3-dioxo-2,3-dihydro-1H-isoindol-4-yl]amino}butyric acid O=C1NC(CCC1N1C(C2=CC=CC(=C2C1=O)NCCCC(=O)O)=O)=O